N[C@H](CCC=O)[C@@H](O)C 4-amino-2,3,4,6-tetradeoxy-L-glucose